2,6-diamino-9H-purine NC1=NC(=C2N=CNC2=N1)N